C(C)(C)(C)C1=CC=C(C=C1)C#CC(=O)C1=CC=CC=C1 3-(4-(tert-butyl)phenyl)-1-phenylprop-2-yn-1-one